2-β-hydroxyethyloxy-para-phenylene-diamine OCCOC1=C(C=CC(=C1)N)N